C(C)(C)O[SiH](OC(C)C)OC(C)C triisopropyl-oxy-silane